methyl-vinyl-phosphonic acid CC=CP(O)(O)=O